[Cl-].OCC[NH+](CCCCCCCCCCCCCCCCCC)CCO bis[(2-hydroxyethyl)]stearyl-ammonium chloride